C(C)P(=O)(CCCC(=O)O)CC 4-(diethylphosphinyl)butyric acid